5-[(1S)-1-aminoethyl]-1-(5-chloro-2-pyridinyl)-1,2,4-triazol-3-amine-hydrochloride Cl.N[C@@H](C)C1=NC(=NN1C1=NC=C(C=C1)Cl)N